C1(CC1)C1=C(C(=NO1)C1=C(C=NC=C1Cl)Cl)/C=C/C1C2CN(CC12)C=1C=C2C=CN=C(C2=CC1)C(=O)O (E)-6-(6-(2-(5-cyclopropyl-3-(3,5-dichloropyridin-4-yl)isoxazol-4-yl)vinyl)-3-azabicyclo[3.1.0]hex-3-yl)isoquinoline-1-carboxylic acid